O=C1NC(CCC1N1C(C2=CC=C(C=C2C1)NC(C)=O)=O)=O N-[2-(2,6-dioxo-3-piperidinyl)-1-oxo-isoindolin-5-yl]acetamide